8-(2-hydroxy-3-(3-(piperazin-1-yl)isoxazol-5-yl)phenyl)-2,3-dihydrobenzo[b][1,4]oxazepin-4(5H)-one 2,2,2-trifluoroacetate FC(C(=O)O)(F)F.OC1=C(C=CC=C1C1=CC(=NO1)N1CCNCC1)C=1C=CC2=C(OCCC(N2)=O)C1